[Zn].[Cu] Copper-zinc